CC1=CCC=2C(=CC3=C(C=C(O3)C3=CC=C(C(=O)OC)C=C3)C2)OC1 methyl 4-(7-methyl-5,8-dihydrooxepino[3,2-f]benzofuran-2-yl)benzoate